8-bromo-4-methyl-chromane-4-carboxylic acid BrC=1C=CC=C2C(CCOC12)(C(=O)O)C